ethyl (3S)-3-[2-(5-bromo-2-fluorophenyl)-2-[3-ethyl-2-oxo-4-(trifluoromethyl)pyridin-1-yl]acetamido]-3-{4-fluoro-2'-hydroxy-5,6'-dimethyl-[1,1'-biphenyl]-3-yl}propanoate BrC=1C=CC(=C(C1)C(C(=O)N[C@@H](CC(=O)OCC)C=1C=C(C=C(C1F)C)C1=C(C=CC=C1C)O)N1C(C(=C(C=C1)C(F)(F)F)CC)=O)F